3,4,5-trihydroxy-phenethylamine OC=1C=C(CCN)C=C(C1O)O